FC(OC1=CC=CC=2C(N([C@H]3C=4N([C@@H](C21)C3)C3=C(N4)C=CC(=C3)C#CC(=O)OC)C([2H])([2H])[2H])=O)F methyl 3-((7R,14R)-1-(difluoromethoxy)-6-(methyl-d3)-5-oxo-5,6,7,14-tetrahydro-7,14-methanobenzo[f]benzo[4,5]imidazo[1,2-a][1,4]diazocin-11-yl)propiolate